1-(2,4-dihydroxy-3-methyl-phenyl)butan-1-one OC1=C(C=CC(=C1C)O)C(CCC)=O